Cl.O=C1N(CC2=C1C=NC(=C2)C2CCNCC2)C2C(NC(CC2)=O)=O 3-(3-oxo-6-(piperidin-4-yl)-1H-pyrrolo[3,4-c]pyridin-2(3H)-yl)piperidine-2,6-dione hydrochloride